(S)-5-(azidomethyl)-3-(3-fluoro-4-morpholinylphenyl)-2-oxazolidinone N(=[N+]=[N-])C[C@@H]1CN(C(O1)=O)C1=CC(=C(C=C1)N1CCOCC1)F